4-(4-(azetidin-1-ylmethyl)-3-methyl-1H-pyrazol-1-yl)-N-(2-methoxy-5-nitrophenyl)pyrimidin-2-amine N1(CCC1)CC=1C(=NN(C1)C1=NC(=NC=C1)NC1=C(C=CC(=C1)[N+](=O)[O-])OC)C